ethyl 4-[7-formyl-1-(4-methoxybenzyl)-1H-pyrrolo[3,2-c]pyridin-4-yl]benzoate C(=O)C=1C2=C(C(=NC1)C1=CC=C(C(=O)OCC)C=C1)C=CN2CC2=CC=C(C=C2)OC